O=C1N(CCC(N1)=O)C=1C=C(C(=O)N2CCC3(CC(CO3)N3CCN(CC3)C(=O)OC(C)(C)C)CC2)C=CC1C tert-butyl 4-{8-[3-(2,4-dioxo-1,3-diazinan-1-yl)-4-methylbenzoyl]-1-oxa-8-azaspiro[4.5]decan-3-yl}piperazine-1-carboxylate